1-methyl-8-[4-(2-quinolylmethoxy)phenoxy]-4,5-dihydro-1H-thieno[3,4-g]indazole-6-formamide CN1N=CC=2CCC=3C(C12)=C(SC3C(=O)N)OC3=CC=C(C=C3)OCC3=NC1=CC=CC=C1C=C3